titanium(iV) iodide [Ti](I)(I)(I)I